C(C)C(C(=O)[O-])CCCC.C(C1=CC=CC=C1)[N+](CCCC)(CCCC)CCCC N-Benzyl-N,N,N-tributylammonium 2-ethylhexanoat